C(C1=CC=CC=C1)(=O)N1C(SC(C1=O)=CC1=CC=C(C=C1)OC)=NC1=CC=C(C(=O)O)C=C1 4-((3-benzoyl-5-(4-methoxybenzylidene)-4-oxothiazolidin-2-ylidene)amino)benzoic acid